Nickel-copper-cerium oxide [O-2].[Ce+3].[Cu+2].[Ni+2]